CC(CCN)C(CCCCN)C 3,4-dimethyloctane-1,8-diamine